3-FORMYL-4-AZAINDOLE-6-CARBOXYLIC ACID C(=O)C1=CNC2=CC(=CN=C12)C(=O)O